CS(=O)(=O)C1=CC=C(C#N)C=C1 4-Methylsulfonyl-Benzonitrile